5-(1,3-dioxane-2-yl)-4-[[4-(trifluoromethyl)phenyl]methoxy]pyrimidine O1C(OCCC1)C=1C(=NC=NC1)OCC1=CC=C(C=C1)C(F)(F)F